1-chloro-N,N,N',N'-tetramethylformamidinium hexafluorophosphate F[P-](F)(F)(F)(F)F.ClC(=[N+](C)C)N(C)C